C12N(CC(NC1)CC2)C(=O)OC(C)(C)C tert-butyl (±)-2,5-diazabicyclo[2.2.2]octane-2-carboxylate